BrC1=C2C(=CN=C1NCCCCN(C)[C@H]1C[C@@H](CC1)O)OC(=C2)C#N 4-bromo-5-((4-(((1R,3R)-3-hydroxycyclopentyl)(methyl)amino)butyl)amino)furo[2,3-c]pyridine-2-carbonitrile